CC1=CC(=NN1C1=NC(=CC=C1CO)N1C=NC2=C1C=C(C=C2)NC=2N=NC(=CC2)C)C#N 5-Methyl-1-[3-methylol-6-[6-[(6-methylpyridazin-3-yl)amino]benzimidazol-1-yl]-2-pyridyl]pyrazole-3-carbonitrile